N-((1-((5-Chloro-1-methyl-3-(5-methylisoxazol-3-yl)-1H-pyrazol-4-yl)methyl)pyrrolidin-3-yl)methyl)-3-methylbutan-1-amine ClC1=C(C(=NN1C)C1=NOC(=C1)C)CN1CC(CC1)CNCCC(C)C